5-((1S)-1-(7-chloro-5-methyl-1,1-dioxido-4-oxo-4,5-dihydrobenzo[f][1,2,5]thiadiazepin-2(3H)-yl)-2-(6-fluoro-2,3-dimethylphenyl)propyl)-1,3,4-oxadiazol-2(3H)-one ClC=1C=CC2=C(N(C(CN(S2(=O)=O)[C@@H](C(C)C2=C(C(=CC=C2F)C)C)C2=NNC(O2)=O)=O)C)C1